tert-butyl (S)-(2-(4-ethyl-4-hydroxy-3,14-dioxo-3,4,12,14-tetrahydro-1H-pyrano[3',4':6,7]indolizino[1,2-b]quinolin-11-yl)ethyl)(isopropyl)carbamate C(C)[C@]1(C(OCC=2C(N3CC=4C(=NC=5C=CC=CC5C4CCN(C(OC(C)(C)C)=O)C(C)C)C3=CC21)=O)=O)O